(R,Z)-3-(2-(3-chloro-5-(5-fluoropyrimidin-2-yl)phenyl)-4-(3-chloroacryloyl)-piperazin-1-yl)-3-oxopropanenitrile ClC=1C=C(C=C(C1)C1=NC=C(C=N1)F)[C@H]1N(CCN(C1)C(\C=C/Cl)=O)C(CC#N)=O